1-(3-(dimethylamino)propyl)-2,3-dimethyl-1,5,6,7,8,9-hexahydrocyclohepta[b]pyrrolo[3,2-e]pyridin-4-amine CN(CCCN1C(=C(C=2C(=C3C(=NC21)CCCCC3)N)C)C)C